C1(CC1)S(=O)(=O)NC=1SC=C(N1)C(C(=O)NC1=NC=C(C=C1F)C1=NC(=CN=C1)OCC)CCOC 2-(2-(cyclopropanesulfonamido)thiazol-4-yl)-N-(5-(6-ethoxypyrazin-2-yl)-3-fluoropyridin-2-yl)-4-methoxybutanamide